3-acryloxy-methacryloxypropyl-silane Indium-Tin [Sn].[In].C(C=C)(=O)OC=C(C(=O)OCCC[SiH3])C